O1CCN(CC1)C=1C2=C(N=CN1)NC(=C2)C2=CC=C(C=C2)NC(CC=2C=C(C=CC2)N2C[C@H](CC2)NC(C=C)=O)=O (S)-N-(1-(3-(2-((4-(4-morpholino-7H-pyrrolo[2,3-d]pyrimidin-6-yl)phenyl)amino)-2-oxoethyl)phenyl)pyrrolidin-3-yl)acrylamide